1-[4-(2,3-Dimethylphenyl)piperazin-1-yl]-2-{3-[1-(hydroxymethyl)-6-azaspiro[2.5]octan-6-carbonyl]-5,6-dihydrocyclopenta[c]pyrazol-1(4H)-yl}ethan-1-on CC1=C(C=CC=C1C)N1CCN(CC1)C(CN1N=C(C2=C1CCC2)C(=O)N2CCC1(CC1CO)CC2)=O